C(CC)OC(C=CC1=CC=2C(=NN(N2)C2=CC3=C(OCO3)C=C2O)C=C1)=O 3-[2-(6-hydroxybenzo[1,3]dioxol-5-yl)-2H-benzotriazol-5-yl]acrylic acid propyl ester